FC(C1=CC=C(C=N1)N1C=CC2=CC(=CC=C12)NC(C=C)=O)(F)F N-(1-(6-(trifluoro-methyl)-pyridin-3-yl)-1H-indol-5-yl)acrylamide